C1=CC=CC=2C3=CC=CC=C3C(C12)COC(=O)N[C@H](C(=O)O)CC1=CNC2=C(C(=CC=C12)F)Cl (S)-2-((((9H-Fluoren-9-yl)methoxy)carbonyl)amino)-3-(7-chloro-6-fluoro-1H-indol-3-yl)propanoic acid